CC1=NNC(=C1\N=N\C1=CC=C(C=C1)OC(F)(F)F)C (E)-3,5-Dimethyl-4-((4-(trifluoromethoxy)phenyl)diazenyl)-1H-pyrazole